7-(hydroxymethyl)-3,5-dihydrofuro[3,4-c]quinolin-4(1H)-one OCC=1C=CC=2C3=C(C(NC2C1)=O)COC3